NC=1C(=C(C=C2C=C(N=CC12)NC1=NN2CC(N(CC(C2=C1)F)C)=O)C=1C=NC=C(C1C)N)F 2-((8-amino-6-(5-amino-4-methylpyridin-3-yl)-7-fluoroisoquinolin-3-yl)amino)-4-fluoro-6-methyl-5,6-dihydro-4H-pyrazolo[1,5-d][1,4]diazepin-7(8H)-one